NC1=C2NC(=C1)C=C1C=CC(=N1)C=C1C=CC(N1)=CC=1C=CC(N1)=C2 aminoporphin